2-(1-(5-Chloro-2-((6-methoxy-2-methyl-1,2,3,4-tetrahydroisoquinolin-7-yl)amino)pyrimidin-4-yl)-1H-indol-3-yl)acetic acid ethyl ester C(C)OC(CC1=CN(C2=CC=CC=C12)C1=NC(=NC=C1Cl)NC1=C(C=C2CCN(CC2=C1)C)OC)=O